2,4,6-tris(2-hydroxy-4-benzyloxyphenyl)-1,3,5-triazine OC1=C(C=CC(=C1)OCC1=CC=CC=C1)C1=NC(=NC(=N1)C1=C(C=C(C=C1)OCC1=CC=CC=C1)O)C1=C(C=C(C=C1)OCC1=CC=CC=C1)O